(3,5-dichloro-4-((5-isopropyl-6-oxo-1,6-dihydropyridazin-3-yl)oxy)phenyl)-2-(difluoromethyl)-1,2,4-triazine-3,5(2H,4H)-dione ClC=1C=C(C=C(C1OC1=NNC(C(=C1)C(C)C)=O)Cl)N1C(N(N=CC1=O)C(F)F)=O